The molecule is a trisaccharide consisting of beta-L-fucopyranose and D-glucopyranose residues joined in sequence by a (1->2) glycosidic bond, in which the hydroxy group at position 3 of the glucopyranose moiety has been glycosylated by beta-D-galactopyranose. C[C@H]1[C@H]([C@H]([C@@H]([C@H](O1)O[C@@H]2[C@H]([C@@H]([C@H](OC2O)CO)O)O[C@H]3[C@@H]([C@H]([C@H]([C@H](O3)CO)O)O)O)O)O)O